2-(4-chloro-1-isopropyl-1H-pyrazol-5-yl)-4-(4-(1-ethyl-4-(trifluoromethyl)-1H-imidazol-2-yl)-3-fluorobenzyl)-6-methyl-4,5,6,7-tetrahydropyrazolo[1,5-a]pyrimidine ClC=1C=NN(C1C1=NN2C(N(CC(C2)C)CC2=CC(=C(C=C2)C=2N(C=C(N2)C(F)(F)F)CC)F)=C1)C(C)C